[Si](C)(C)(C(C)(C)C)OCCNCC(CCCCCC\C=C/CCCCCCCC)O (Z)-1-((2-((tert-butyldimethylsilyl)oxy)ethyl)amino)octadec-9-en-2-ol